2-(1-bromoethyl)-6-fluoro-3-phenylquinazolin-4(3H)-one BrC(C)C1=NC2=CC=C(C=C2C(N1C1=CC=CC=C1)=O)F